ClC1=C(C=CC=C1Cl)N1C=2N(C3=C(C1=O)C=NC(=N3)NC3=CC=C(C=C3)N3CCN(CC3)C)CCN2 6-(2,3-dichlorophenyl)-2-((4-(4-methylpiperazin-1-yl)phenyl)amino)-8,9-dihydroimidazo[1,2-a]pyrimido[5,4-e]pyrimidin-5(6H)-one